CC1=C(C=C(C=C1)C1=COC(=C1)C1=CC=CC=C1)S(=O)(=O)N1CCOCC1 ((2-methyl-5-(5-phenylfuran-3-yl)phenyl)sulfonyl)morpholine